1,3,5-trimethyl-1,3,5-triazacyclooctane CN1CN(CN(CCC1)C)C